1-((3-((3,3-dimethyl-1-azetidinyl)sulfonyl)phenyl)carbonyl)-N-(4-(trifluoromethyl)benzyl)-D-prolinamide CC1(CN(C1)S(=O)(=O)C=1C=C(C=CC1)C(=O)N1[C@H](CCC1)C(=O)NCC1=CC=C(C=C1)C(F)(F)F)C